C(#N)C1=C(C(=CC=C1)C=1C=NC(=CC1)C1CC1)NC(=O)N1CC(C1)(C1=CC=CC=C1)C N-[2-cyano-6-(6-cyclopropyl-3-pyridyl)phenyl]-3-methyl-3-phenyl-azetidine-1-carboxamide